O=C1NC(CCC1C1=NN(C2=C(C=CC=C12)C1CCN(CC1)CC(=O)OC(C)(C)C)C)=O tert-butyl 2-[4-[3-(2,6-dioxo-3-piperidyl)-1-methyl-indazol-7-yl]-1-piperidyl]acetate